C(CCCC)OC(OCCCCC)[SiH3] diamyloxymethyl-silane